[Sc].N[C@@H](C)C(=O)O alanine scandium